tert-butyl (3R,4R)-3-methyl-4-[[(1S)-1-phenylethyl]-(phenylmethyl)amino]-1-(phenylmethyl)pyrrolidine-3-carboxylate C[C@]1(CN(C[C@@H]1N(CC1=CC=CC=C1)[C@@H](C)C1=CC=CC=C1)CC1=CC=CC=C1)C(=O)OC(C)(C)C